3-(4-(1-methyl-1H-pyrazol-3-yl)-2,5-dioxo-imidazolidin-4-yl)propionic acid tert-butyl ester C(C)(C)(C)OC(CCC1(NC(NC1=O)=O)C1=NN(C=C1)C)=O